3-(5-(methyl((1R,2R)-2-(methylamino)cyclopentyl)amino)-1-oxoisoindolin-2-yl)piperidine-2,6-dione CN(C=1C=C2CN(C(C2=CC1)=O)C1C(NC(CC1)=O)=O)[C@H]1[C@@H](CCC1)NC